N-(4-fluoro-3-methylphenyl)-1,2,4-trimethyl-5-(2-((4-methylthiazol-2-yl)amino)-2-oxoacetyl)-1H-pyrrole-3-carboxamide FC1=C(C=C(C=C1)NC(=O)C1=C(N(C(=C1C)C(C(=O)NC=1SC=C(N1)C)=O)C)C)C